tetra(but-3-yn-1-yl) 3,3',3'',3'''-(((((trans)-cyclohexane-1,4-diyl)bis(oxy))bis(propane-3,1-diyl))bis(azanetriyl))tetrapropionate [C@H]1(CC[C@H](CC1)OCCCN(CCC(=O)OCCC#C)CCC(=O)OCCC#C)OCCCN(CCC(=O)OCCC#C)CCC(=O)OCCC#C